ClC1=C(C=CC=C1)[C@]1([C@H](CCCC1)NCC1=NC=CC=C1)NC (1R,2S)-1-(2-chlorophenyl)-N1-methyl-N2-(pyridine-2-ylmethyl)cyclohexane-1,2-diamine